(S)-5-(1-(4,4-Difluorocyclohexyl)-5-(1,4-dimethyl-1H-1,2,3-triazol-5-yl)-1H-benzo[d]imidazol-2-yl)-1-(3,4-difluorophenyl)pyrrolidin-2-one FC1(CCC(CC1)N1C(=NC2=C1C=CC(=C2)C2=C(N=NN2C)C)[C@@H]2CCC(N2C2=CC(=C(C=C2)F)F)=O)F